(4-Bromo-2-fluorophenyl)boronic acid BrC1=CC(=C(C=C1)B(O)O)F